2-{3-[2-(trifluoromethyl)[1,1'-biphenyl]-4-yl]prop-2-ynyl}-L-serinamide FC(C1=C(C=CC(=C1)C#CC[C@](N)(CO)C(=O)N)C1=CC=CC=C1)(F)F